C(CCCCC)OC(C(C)O)O hexyloxy-propane-1,2-diol